(R)-N-(3-(((RS)-1-(2-aminoquinolin-4-yl)ethyl)carbamoyl)-4-methylphenyl)piperidine-2-carboxamide NC1=NC2=CC=CC=C2C(=C1)[C@@H](C)NC(=O)C=1C=C(C=CC1C)NC(=O)[C@@H]1NCCCC1 |&1:11|